OC1=C(CNC=2C=C(C(=O)O)C=C(C2)NCC2=C(C(=CC(=C2)O)CC(=O)O)O)C=C(C=C1CC(=O)O)O 3,5-bis(2,5-dihydroxy-3-carboxymethylbenzylamino)benzoic acid